[6-(3-cyclopropyl-1H-1,2,4-triazol-5-yl)-2-azaspiro[3.3]heptan-2-yl]-[6-[[1-cyclopropyl-3-(trifluoromethyl)pyrazol-4-yl]methyl]-2-azaspiro[3.3]heptan-2-yl]methanone C1(CC1)C1=NNC(=N1)C1CC2(CN(C2)C(=O)N2CC3(C2)CC(C3)CC=3C(=NN(C3)C3CC3)C(F)(F)F)C1